FC=1C=C(C=C2C=CC(=NC12)C1CCOCC1)CN1C[C@H](CC1)OC=1C=C2CN(C(C2=CC1)=O)[C@H]1C(NC(CC1)=O)=O (R)-3-(5-(((S)-1-((8-Fluoro-2-(tetrahydro-2H-pyran-4-yl)quinolin-6-yl)methyl)pyrrolidin-3-yl)oxy)-1-oxoisoindolin-2-yl)piperidine-2,6-dione